3-oxo-2-[[4-(trifluoromethoxy)phenyl]hydrazono]propanoate O=CC(C(=O)[O-])=NNC1=CC=C(C=C1)OC(F)(F)F